C(C1=CC=CC=C1)N1C=C(C(C(=C1)C(=O)OCC)C1=CC=CC=C1)C(=O)OCC N-benzyl-3,5-diethoxycarbonyl-4-phenyl-1,4-dihydropyridine